C(C)(C)(C)OC(=O)N1CC2=C(C[C@H]1C(=O)OCC1=CC=CC=C1)N=C(N2CC2=CC=CC=C2)C(C2=C(C=C(C=C2)Br)F)=O (S)-3-benzyl-2-(4-bromo-2-fluorobenzoyl)-3,4,6,7-tetrahydro-5H-imidazo[4,5-c]pyridine-5,6-dicarboxylic acid 6-benzyl ester 5-(tert-butyl) ester